C(C(C)C)(NC(=O)N)NC(=O)N N,N''-(isobutylidene)diurea